C(CCCCCCCCCCCCCCCCCCCCC)(=O)N[C@@H](CCCCN)C(=O)O N-behenoyl-lysine